FC1=CC(=C(OC2=NC=C(C=C2C(=O)O)C(F)(F)F)C=C1)C 2-(4-fluoro-2-methylphenoxy)-5-(trifluoromethyl)pyridine-3-carboxylic acid